CN[C@@H](CCC1=CC=CC=C1)C(=O)O L-N-methylhomophenylalanine